S(=O)(=O)=NC(=O)C=1N=NC=CC1 Sulfonyl-pyridazine-3-carboxamide